ClC1=C(C(=CC=C1Cl)F)[C@@]1(CN(CC1)C(=O)OC(C)(C)C)NC=1C(=C2C(N(C=NC2=CC1)C)=O)F tertbutyl (S)-3-(2,3-dichloro-6-fluorophenyl)-3-(5-fluoro-3-methyl-4-oxo-3,4-dihydro-6-quinazolinylamino)-1-pyrrolidinecarboxylate